C(=O)(O)C(O)C(O)C(=O)O.NC1=CC=CC=C1 aniline tartrate